[6-[3-(1-hydroxycyclopropyl)-1,2,4-triazol-1-yl]-2-azaspiro[3.3]heptan-2-yl]-[3-[6-[3-(trifluoromethyl)azetidin-1-yl]-3-pyridinyl]azetidin-1-yl]methanone OC1(CC1)C1=NN(C=N1)C1CC2(CN(C2)C(=O)N2CC(C2)C=2C=NC(=CC2)N2CC(C2)C(F)(F)F)C1